ClC1=CC=C(C=C1)C1C(C1)NS(=O)(=O)C1=CC=C(C=C1)OC(F)(F)F N-(2-(4-chlorophenyl)cyclopropyl)-4-(trifluoromethoxy)benzenesulfonamide